N1(N=CN=C1)C1=NC(=NC=C1)NC1=CC(=C(C(=O)N([C@H]2CNCCC2)C2=NC=CC3=CC=CC(=C23)C)C=C1)F (R)-4-((4-(1H-1,2,4-triazol-1-yl)pyrimidin-2-yl)amino)-2-fluoro-N-(8-methylisoquinolin-1-yl)-N-(piperidin-3-yl)benzamide